FC=1C=C2C(=CC1)NC1=C2C[C@@H]2CCCC(N2[C@@H]1C)=O (6R,11aS)-2-Fluoro-6-methyl-6,9,10,11,11a,12-hexahydroindolo[3,2-b]quinolizin-8(5H)-one